C(C(C)C)NC(=CC(CC)=O)CC 5-(isobutylamino)-4-hepten-3-one